4,4'-(1-phenylethane-1,1-diyl)bis(cyclohexan-1-one) C1(=CC=CC=C1)C(C)(C1CCC(CC1)=O)C1CCC(CC1)=O